trans-[(3S)-3-(3,5-difluorophenyl)isoxazolidin-2-yl]-[4-[(2,7-dimethylimidazo[1,2-b]pyridazin-6-yl)methyl]cyclohexyl]methanone FC=1C=C(C=C(C1)F)[C@H]1N(OCC1)C(=O)[C@@H]1CC[C@H](CC1)CC=1C(=CC=2N(N1)C=C(N2)C)C